4-cholestenyl-spermine C(C(C)CCC[C@@H](C)[C@H]1CC[C@H]2[C@@H]3CCC4=CCCC[C@]4(C)[C@H]3CC[C@]12C)NCCCNCCCCNCCCN